BrC=1N=C(N2C1C(=NC=C2/C=C/CCOCCC(=O)OCC)Cl)[C@H]2C[C@@H](CC2)NC(=O)OC(C)(C)C ethyl 3-[(E)-4-[1-bromo-3-[(1R,3R)-3-(tert-butoxycarbonylamino)cyclopentyl]-8-chloro-imidazo[1,5-a]pyrazin-5-yl]but-3-enoxy]propanoate